zirconium-vanadium [V].[Zr]